9-(methyl-(7H-pyrrolo[2,3-d]pyrimidin-4-yl)amino)-N-(5-methylthiazol-2-yl)-3-azaspiro[5.5]undecane-3-carboxamide CN(C1CCC2(CCN(CC2)C(=O)NC=2SC(=CN2)C)CC1)C=1C2=C(N=CN1)NC=C2